[N+](=O)([O-])[O-].[Ca+2].[K+].[N+](=O)([O-])[O-].[N+](=O)([O-])[O-] Potassium Calcium Nitrate